2,12,13-trimethylpyrido[3,2-a]pyrido[1',2':1,2]imidazo[4,5-c]phenazinium CC=1C=CC=2N(C=3C(=C4C(=C5N=C6C=C(C(=CC6=NC35)C)C)C=CC=N4)[NH+]2)C1